OC(C(=N)N)C hydroxypropanamidine